ClC1=CC=C(C=C1)[C@H](C)N1N=C(C=C1C(=O)NC1[C@H]2CC(C[C@@H]12)O)C(=O)NC 1-((S)-1-(4-Chlorophenyl)ethyl)-N5-((1R,3R,5S,6r)-3-hydroxybicyclo[3.1.0]hexan-6-yl)-N3-methyl-1H-pyrazol-3,5-dicarboxamid